CC1=CC=C(C=C1)S(=O)(=O)O[C@H](CCC1CCC(CC1)OC1=C(C(=CC=C1)Br)C)C [(1S)-3-[4-(3-bromo-2-methyl-phenoxy)cyclohexyl]-1-methyl-propyl] 4-methylbenzenesulfonate